FC=1C=C(C=CC1)C1CCC(CC1)OCC1C([C@@H]2[C@H](N1C(=O)OC)CCC2)N(C(C(F)(F)F)=O)CC2=CC=C(C=C2)OC methyl (3aS,6aR)-2-(((4-(3-fluorophenyl)cyclohexyl)oxy)methyl)-3-(2,2,2-trifluoro-N-(4-methoxybenzyl)acetamido)hexahydrocyclopenta[b]pyrrole-1(2H)-carboxylate